CO[C@@H]1[C@H]([C@H]2OC(OC[C@H]2O[C@@H]1CC#C)(C)C)N1N=NC(=C1)C1=CC(=C(C(=C1)F)F)F 1-((4aR,6R,7R,8R,8aR)-7-methoxy-2,2-dimethyl-6-(prop-2-yn-1-yl)hexahydropyrano[3,2-d][1,3]dioxin-8-yl)-4-(3,4,5-trifluorophenyl)-1H-1,2,3-triazole